2-(2-chloro-5-isopropyl-8-carbonylthieno[2',3':4,5]pyrrolo[1,2-d][1,2,4]triazin-7(8H)-yl)-N-(2-carbonyl-2,3-dihydrobenzo[d]oxazol-6-yl)acetamide ClC1=CC2=C(C=C3N2C(=NN(C3=C=O)CC(=O)NC3=CC2=C(NC(O2)=C=O)C=C3)C(C)C)S1